C(C)N(C=1C=C2OC3=CC(C4=C(C3=NC2=CC1)C=CC=C4)=NC(=O)C4=CC1=CC=CC=C1C=C4)CC 9-(diethylamino)-5-(2-naphthoylimino)-5H-benzo[a]phenoxazine